(2S)-2-[[4-[[1-[2-(2,6-dioxo-3-piperidinyl)-1,3-dioxo-isoindolin-5-yl]-4-piperidinyl]methyl]piperazin-1-yl]methyl]morpholine-4-carboxylic acid tert-butyl ester C(C)(C)(C)OC(=O)N1C[C@@H](OCC1)CN1CCN(CC1)CC1CCN(CC1)C=1C=C2C(N(C(C2=CC1)=O)C1C(NC(CC1)=O)=O)=O